2-Amino-6-((1-methyl-1H-1,2,3-triazol-4-yl)methyl)-7-oxo-6-phenyl-4,5,6,7-tetrahydrobenzo[b]thiophene-3-carboxylic acid NC1=C(C2=C(S1)C(C(CC2)(C2=CC=CC=C2)CC=2N=NN(C2)C)=O)C(=O)O